4-[[(3S)-1,2,3,4-tetrahydroisoquinolin-3-yl]methyl]morpholine C1N[C@@H](CC2=CC=CC=C12)CN1CCOCC1